m-Tolylacetic acid C1(=CC(=CC=C1)CC(=O)O)C